5-fluoro-6-((((1R,2S,4R)-2-fluoro-4-((imidazo[1,2-a]pyridin-8-ylmethyl)amino)cyclohexyl)amino)methyl)-1,3-dimethyl-1,3-dihydro-2H-benzo[d]imidazol-2-one FC1=CC2=C(N(C(N2C)=O)C)C=C1CN[C@H]1[C@H](C[C@@H](CC1)NCC=1C=2N(C=CC1)C=CN2)F